N-((4-([1,1'-biphenyl]-4-yl)-4,5,6,7-tetrahydropyrazolo[1,5-a]pyrimidin-6-yl)methyl)acrylamide C1(=CC=C(C=C1)N1C=2N(CC(C1)CNC(C=C)=O)N=CC2)C2=CC=CC=C2